C1CCC2(C3=CC(=CC=C13)O)CC=1N=CN=CC1CO2 spiro[5,8-dihydropyrano[4,3-d]pyrimidin-7,4'-tetrahydronaphthalen]-6'-ol